methyl 1,3-thiazole-5-carboxylate S1C=NC=C1C(=O)OC